tert-Butyl 4-((1-(5-((1R,3R)-2-(2-fluoro-2-methylpropyl)-3-methyl-2,3,4,9-tetrahydro-1H-pyrido[3,4-b]indol-1-yl)pyrimidin-2-yl)piperidin-4-yl)methyl)piperazine-1-carboxylate FC(CN1[C@@H](C=2NC3=CC=CC=C3C2C[C@H]1C)C=1C=NC(=NC1)N1CCC(CC1)CN1CCN(CC1)C(=O)OC(C)(C)C)(C)C